(S)-1-(4-((4-((5-(furan-2-yl)-2-methoxyphenyl)amino)-7-((tetrahydrofuran-3-yl)oxy)quinazolin-6-yl)amino)piperidin-1-yl)prop-2-en-1-one O1C(=CC=C1)C=1C=CC(=C(C1)NC1=NC=NC2=CC(=C(C=C12)NC1CCN(CC1)C(C=C)=O)O[C@@H]1COCC1)OC